C(C)(C)(C)OC(=O)N1C[C@H]2CC[C@@H](C1)N2CC2=CC=CC=C2 (1R,5S)-8-benzyl-3,8-diazabicyclo[3.2.1]octane-3-carboxylic acid tert-butyl ester